O1[C@@H](COCC1)CNC(=O)C1=C(C2=C(CCC3=CN(N=C23)C[C@H]2COCC2)O1)C N-[(2R)-1,4-dioxan-2-ylmethyl]-8-methyl-2-[(3S)-tetrahydrofuran-3-ylmethyl]-4,5-dihydro-2H-furo[2,3-g]indazole-7-carboxamide